C=1N=CN2C1C1=CC=CC=C1C2 5H-imidazo[4,3-a]isoindole